(glucopyranuronosyl)-monoammonium C1([C@H](O)[C@@H](O)[C@H](O)[C@H](O1)C(=O)O)[NH3+]